FC1=C(C(=CC=C1)OCC#C)C1CC(=NO1)C=1N=C(SC1)C1CCN(CC1)C(C)=O [4-(4-{5-[2-fluoro-6-(prop-2-yn-1-yloxy)phenyl]-4,5-dihydro-1,2-oxazol-3-yl}-1,3-thiazol-2-yl)piperidin-1-yl]ethanone